N-(4-bromo-3-cyclobutoxyphenyl)-5-methyl-1-(tetrahydro-2H-pyran-2-yl)-1H-pyrazol-3-amine BrC1=C(C=C(C=C1)NC1=NN(C(=C1)C)C1OCCCC1)OC1CCC1